[C@@H]12[C@H](C[C@@H](CC1)C2)CNCC=2C=CC=1N(C2)C=C(N1)CNC(=O)C=1N=C2N(C(C1)=O)C=CC=C2 N-({6-[({[(1R,2S,4S)-bicyclo[2.2.1]heptan-2-yl]methyl}amino)methyl]imidazo[1,2-a]pyridin-2-yl}methyl)-4-oxo-4H-pyrido[1,2-a]pyrimidine-2-carboxamide